7-[2-[(1R,5S)-3-azabicyclo[3.1.0]hexane-1-yl]ethynyl]-N-(3,4-dichloro-2-fluoro-phenyl)-6-nitro-quinazolin-4-amine [C@]12(CNC[C@H]2C1)C#CC1=C(C=C2C(=NC=NC2=C1)NC1=C(C(=C(C=C1)Cl)Cl)F)[N+](=O)[O-]